(6-methyl-6,7-dihydro-5H-pyrazolo[5,1-b][1,3]oxazin-3-yl)methanone CC1CN2C(OC1)=C(C=N2)C=O